6-Amino-3-bromo-2-fluorophenol NC1=CC=C(C(=C1O)F)Br